FC1=CC=C(C=C1)CCNC=1N=CC2=C(N1)CCN(C2)C(CCCC)=O 1-(2-((4-fluorophenylethyl)amino)-7,8-dihydropyrido[4,3-d]pyrimidin-6(5H)yl)pentan-1-one